(S)-4-((1-(4-chloro-8-(3-methoxy-5-(trifluoromethoxy)phenyl)-1-oxo-2-phenyl-1,2-dihydroisoquinolin-3-yl)ethyl)amino)pyrido[2,3-d]pyrimidin-5(8H)-one ClC1=C(N(C(C2=C(C=CC=C12)C1=CC(=CC(=C1)OC(F)(F)F)OC)=O)C1=CC=CC=C1)[C@H](C)NC=1C2=C(N=CN1)NC=CC2=O